N[C@@H]1C(N(C2=C(C(C1)(F)F)C=CC(=C2)C=2OC(=NN2)C(C)(S(=O)(=O)C)C)CC2=CC=C(C=C2)OC2=CC=CC=C2)=O (3S)-3-amino-5,5-difluoro-8-[5-(1-methyl-1-methylsulfonyl-ethyl)-1,3,4-oxadiazol-2-yl]-1-[(4-phenoxyphenyl)methyl]-3,4-dihydro-1-benzazepin-2-one